2-(2,6-dimethylpyridin-4-yl)-3-isopropyl-5-(1-((tetrahydrofuran-3-yl)methyl)piperidin-4-yl)-1H-indole CC1=NC(=CC(=C1)C=1NC2=CC=C(C=C2C1C(C)C)C1CCN(CC1)CC1COCC1)C